lysine calcium hydrophosphate P(=O)([O-])([O-])O.[Ca+2].N[C@@H](CCCCN)C(=O)O